(R)-1-(3-((R)-3-fluoropyrrolidin-1-yl)propyl)-6-(2,3,6-trifluorophenyl)-2,5,6,7-tetrahydro-3H-pyrrolo[1,2-c]imidazole-3-thione F[C@H]1CN(CC1)CCCC1=C2N(C(N1)=S)C[C@H](C2)C2=C(C(=CC=C2F)F)F